(Z)-tetra-tert-butyl (2-(2-(4-((6-chloro-7-methyl-1H-indol-3-yl)methylene)-2,5-dioxoimidazolidin-1-yl)-2-(3,4-difluorophenyl) acetamido) propane-1,3-diyl) bis(phosphate) P(=O)(OC(C)(C)C)(OC(C)(C)C)OCC(COP(=O)(OC(C)(C)C)OC(C)(C)C)NC(C(C1=CC(=C(C=C1)F)F)N1C(NC(C1=O)=CC1=CNC2=C(C(=CC=C12)Cl)C)=O)=O